C(C1=CC=CC=C1)OC=1C=C2C3=C(NC2=CC1)C=NC(=C3COC)N 6-(benzyloxy)-4-(methoxymethyl)-9H-pyrido[3,4-b]indol-3-amine